(R)-2-(3-chlorophenyl)-2-methoxypropan-1-amine ClC=1C=C(C=CC1)[C@@](CN)(C)OC